2,2'-bis[(2-(diphenylphosphino)benzyl)oxy]-1,1'-biphenyl C1(=CC=CC=C1)P(C1=C(COC2=C(C=CC=C2)C2=C(C=CC=C2)OCC2=C(C=CC=C2)P(C2=CC=CC=C2)C2=CC=CC=C2)C=CC=C1)C1=CC=CC=C1